C(C)(C)(C)OC(=O)N1[C@@H](C[C@H](C1)O)C(N[C@@H](C)C1=CC=C(C=C1)C1=C(N=CS1)C)=O.ON1CC=CC=C1 (1-hydroxy)pyridine tert-Butyl-(2S,4R)-4-hydroxy-2-[[(1S)-1-[4-(4-methylthiazol-5-yl)phenyl]ethyl]-carbamoyl]pyrrolidine-1-carboxylate